dodecylbenzenesulfonic acid anion C(CCCCCCCCCCC)C1=C(C=CC=C1)S(=O)(=O)[O-]